C(CCC)C1C(CCCC1)(OOC(C)(C)C)OOC(C)(C)C n-butyl-1,1-bis(t-butylperoxy)cyclohexane